4-(4-(3,8-diazabicyclo[3.2.1]oct-3-yl)-8-fluoro-2-((1-methyl-2-oxabicyclo[2.1.1]hex-4-yl)methoxy)-6-(trifluoromethyl)quinazolin-7-yl)naphthalen-2-ol C12CN(CC(CC1)N2)C2=NC(=NC1=C(C(=C(C=C21)C(F)(F)F)C2=CC(=CC1=CC=CC=C21)O)F)OCC21COC(C2)(C1)C